(R)-1-isobutyl-N-(6-(1-methyl-1H-imidazol-5-yl)isoquinolin-3-yl)piperidine-3-carboxamide C(C(C)C)N1C[C@@H](CCC1)C(=O)NC=1N=CC2=CC=C(C=C2C1)C1=CN=CN1C